FC=1C=CC2=C(NC(=NS2(=O)=O)NCC2=NOC(=N2)C)C1C(C)C1=C(C=CC=C1)F 6-fluoro-5-(1-(2-fluorophenyl)ethyl)-3-(((5-methyl-1,2,4-oxadiazol-3-yl)methyl)amino)-4H-benzo[e][1,2,4]thiadiazine 1,1-dioxide